tert-butyl (pivaloyloxy)carbamate C(C(C)(C)C)(=O)ONC(OC(C)(C)C)=O